((4-((E)-3-(((S)-1-((S)-2-(4-benzylthiazol-2-yl)pyrrolidin-1-yl)-3,3-dimethyl-1-oxobutan-2-yl)amino)-3-oxoprop-1-en-1-yl)phenyl)difluoromethyl)phosphonic acid C(C1=CC=CC=C1)C=1N=C(SC1)[C@H]1N(CCC1)C([C@H](C(C)(C)C)NC(/C=C/C1=CC=C(C=C1)C(F)(F)P(O)(O)=O)=O)=O